(R)-2-(4-(2-(3,4-dimethoxyphenyl)-3-(2,2,2-trifluoroethyl)-1H-indol-5-yl)piperidin-1-yl)-1-(2-(hydroxymethyl)pyrrolidin-1-yl)ethan-1-one COC=1C=C(C=CC1OC)C=1NC2=CC=C(C=C2C1CC(F)(F)F)C1CCN(CC1)CC(=O)N1[C@H](CCC1)CO